C(C)C1(NN(C(=C1)C(=O)NC1CCC(CC1)O)[C@@H](C)C1=CC=CC=C1)C(=O)N 3-ethyl-N5-((1r,4S)-4-hydroxycyclohexyl)-1-((S)-1-phenylethyl)-1H-pyrazole-3,5-dicarboxamide